1-(2-(2-((3R,4R)-3-Amino-4-fluoropiperidin-1-yl)-5,6-difluoro-1H-benzo[d]imidazol-1-yl)acetyl)piperidin-4-carboxamid N[C@@H]1CN(CC[C@H]1F)C1=NC2=C(N1CC(=O)N1CCC(CC1)C(=O)N)C=C(C(=C2)F)F